C1(CCCC1)NCCC(=O)NC=1C=C(C(=NC1)C)NC(=O)C=1C=NN2C1C=NC(=C2)C=2C=NN(C2)C N-(5-(3-(cyclopentylamino)propanamido)-2-methylpyridin-3-yl)-6-(1-methyl-1H-pyrazol-4-yl)pyrazolo[1,5-a]pyrazine-3-carboxamide